8-(1-cyclopropyl-4-(diethylamino)-3,3-difluoro-4-oxobutyl)-1,4-dioxaspiro[4.5]dec-7-ene-7-carboxylate C1(CC1)C(CC(C(=O)N(CC)CC)(F)F)C1=C(CC2(OCCO2)CC1)C(=O)[O-]